CC1=NC=2C(=NC(=CC2)C=2C=CN3N=C(N=CC32)N[C@@H]3CC[C@@H](CC3)N(C)C)N1C cis-N1-(5-(2,3-dimethyl-3H-imidazo[4,5-b]pyridin-5-yl)pyrrolo[2,1-f][1,2,4]triazin-2-yl)-N4,N4-dimethylcyclohexane-1,4-diamine